FC1=CC(=CC=2N(C(=NC21)CC2=C(C(=C(C=C2F)C2=NC(=CC=C2)OCC2=C(C=C(C=C2)N2N=NC=C2)F)F)F)CCOC)C(=O)O 4-fluoro-1-(2-methoxyethyl)-2-(2,3,6-trifluoro-4-(6-((2-fluoro-4-(1H-1,2,3-triazol-1-yl)benzyl)oxy)pyridin-2-yl)benzyl)-1H-benzo[d]imidazole-6-carboxylic acid